(d)-3-((1R,3S,5S)-3-((7-((5-methyl-1H-pyrazol-3-yl)amino)-1,6-naphthyridin-5-yl)amino)-8-azabicyclo[3.2.1]oct-8-yl)propionitrile CC1=CC(=NN1)NC1=NC(=C2C=CC=NC2=C1)NC1C[C@H]2CC[C@@H](C1)N2CCC#N